2-(dimethylamino)-1-(4-(3-isopropyl-2-(5-methoxy-[1,2,4]triazolo[1,5-a]pyridin-7-yl)-1H-indol-5-yl)piperidin-1-yl)ethan-1-one CN(CC(=O)N1CCC(CC1)C=1C=C2C(=C(NC2=CC1)C1=CC=2N(C(=C1)OC)N=CN2)C(C)C)C